NC1=CC(=C(C=C1)N1CC(CC1)O)F 1-(4-amino-2-fluorophenyl)pyrrolidin-3-ol